N1C=CC2=CC=CN=C12 1H-7-azaindole